2-[(1R,6R)-3-methyl-6-(prop-1-en-2-yl)cyclohex-2-en-1-yl]-5-(pent-4-en-1-yl)benzene-1,3-diol CC1=C[C@H]([C@@H](CC1)C(=C)C)C1=C(C=C(C=C1O)CCCC=C)O